N1(CCCC2=CC=CC=C12)S(=O)(=O)C1=CC=C(C(=O)NCC=2C=NC=CC2)C=C1 4-((3,4-dihydroquinolin-1(2H)-yl)sulfonyl)-N-(pyridin-3-ylmethyl)benzamide